4-iodotriazole IC=1N=NNC1